NC1=NC(=C(C=2N1N=C(N2)CC2=C(C=CC=C2CN2C[C@H]([C@@H](C2)O)F)F)C2=NC=NC=C2)C=2C=C(C#N)C=CC2 3-(5-amino-2-(2-fluoro-6-(((3r,4r)-3-fluoro-4-hydroxypyrrolidin-1-yl)methyl)benzyl)-8-(pyrimidin-4-yl)-[1,2,4]triazolo[1,5-c]pyrimidin-7-yl)benzonitrile